(3-((tert-Butoxycarbonyl)(methyl)amino)propyl)carbamic acid C(C)(C)(C)OC(=O)N(CCCNC(O)=O)C